Anilinsulfonamid N(C1=CC=CC=C1)S(=O)(=O)N